2-[2-methyl-6-(trifluoromethyl)pyrimidin-4-yl]-7-[1-(2,2,2-trifluoroethyl)-1H-pyrazolo[3,4-d]pyrimidin-6-yl]-2,7-diazaspiro[3.5]nonane CC1=NC(=CC(=N1)N1CC2(C1)CCN(CC2)C2=NC=C1C(=N2)N(N=C1)CC(F)(F)F)C(F)(F)F